C(C)C1=NN(C2=NC(=NC(=C21)NCC2=CC=C(C=C2)F)C2=CC=C(C=C2)CC(=O)OCC)C ethyl 2-(4-(3-ethyl-4-((4-fluorobenzyl)amino)-1-methyl-1H-pyrazolo[3,4-d]pyrimidin-6-yl)phenyl)acetate